FC(OC=1N=CC(=NC1)N[C@@H]1C[C@H](CC1)NC1=CC=C(C=N1)N1C(N(C(C1)=O)C)=O)F 1-(6-(((1S,3S)-3-((5-(Difluoromethoxy)pyrazin-2-yl)amino)cyclopentyl)amino)pyridin-3-yl)-3-methylimidazolidine-2,4-dione